2-Fluoropyridine-5-carboxaldehyde FC1=NC=C(C=C1)C=O